C(C=C)(=O)O.C(CCCCCCCCCCC)N1C(CCCC1=O)=O N-dodecylglutarimide acrylate